N-(4-nitrophenyl)-N-phenylbenzo[1,2-b:4,5-b']dithiophene-4-amine [N+](=O)([O-])C1=CC=C(C=C1)N(C1=C2C(SC=C2)=CC2=C1SC=C2)C2=CC=CC=C2